CC1=C(C=C(C=C1)C)P(C1=C(C=CC(=C1)C)C)C1=C(C=CC(=C1)C)C tris(2,5-dimethylphenyl)phosphine